FC(C(=O)O)(F)F.NC(=O)N urea 2,2,2-trifluoroacetate